(S)-2-((1-methyl-1H-pyrazol-4-yl)ethynyl)-N-(2-methyl-5-(2-(2-methylpyrrolidin-1-yl)acetamido)pyridin-3-yl)-1H-pyrrolo[2,3-b]pyridine-5-carboxamide CN1N=CC(=C1)C#CC1=CC=2C(=NC=C(C2)C(=O)NC=2C(=NC=C(C2)NC(CN2[C@H](CCC2)C)=O)C)N1